(3R,4R)-4-(4-bromophenyl)-3-fluoropiperidine-1-carboxylic acid tert-butyl ester C(C)(C)(C)OC(=O)N1C[C@@H]([C@H](CC1)C1=CC=C(C=C1)Br)F